oxopropyl-2,3-dihydrobenzofuran O=CCCC1OC2=C(C1)C=CC=C2